C1N(CC12CCCNC2)C(=O)N 2,8-diazaspiro[3.5]nonane-2-carboxamide